1-[6-chloro-2-[2-methyl-5-(2,2,2-trifluoroethyl)-1,2,4-triazol-3-yl]-3-pyridyl]ethanone ClC1=CC=C(C(=N1)C=1N(N=C(N1)CC(F)(F)F)C)C(C)=O